ClC=1C=C(C=CC1)NC(=O)C1=C(N(C(=C1C)C(C(N[C@@H](C(F)(F)F)C)=O)=O)C)C (R)-N-(3-chlorophenyl)-1,2,4-trimethyl-5-(2-oxo-2-((1,1,1-trifluoropropan-2-yl)amino)acetyl)-1H-pyrrole-3-carboxamide